ClC1=NC=C(C(=C1)C1=NOC[C@H](N1)O)OC1=CC(=CC=C1)C(F)(F)F |r| rac-(5R)-3-[2-chloro-5-[3-(trifluoromethyl)phenoxy]-4-pyridyl]-5,6-dihydro-4H-1,2,4-oxadiazin-5-ol